2-(4-chlorophenyl)-6-methyl-1,3,6,2-dioxazaborocane-4,8-dione ClC1=CC=C(C=C1)B1OC(CN(CC(O1)=O)C)=O